C12OCC(C1)(C2)N2N=C1N=C(C(=CC1=C2)C(=O)NC=2C(N(C=CC2)[C@@H]2[C@@H](C2)C)=O)OC(C)C 2-(2-oxabicyclo[2.1.1]hexan-4-yl)-6-isopropoxy-N-(1-((1S,2R)-2-methylcyclopropyl)-2-oxo-1,2-dihydropyridin-3-yl)-2H-pyrazolo[3,4-b]pyridine-5-carboxamide